tert-butyl 6-[4-(3-chloro-2-fluoro-anilino)pyrido[3,2-d]pyrimidin-6-yl]-1,6-diazaspiro[3.3]heptane-1-carboxylate ClC=1C(=C(NC=2C3=C(N=CN2)C=CC(=N3)N3CC2(CCN2C(=O)OC(C)(C)C)C3)C=CC1)F